1-[[4-[(3S)-4-(2-amino-6-methyl-pyrimidin-4-yl)-1,4-oxazepan-3-yl]-3-chloro-anilino]methyl]-cyclobutanol NC1=NC(=CC(=N1)N1[C@H](COCCC1)C1=C(C=C(NCC2(CCC2)O)C=C1)Cl)C